OC1=C(C=C(C=2OC3=C(C(=C(C(=C3C(C2OC)=O)OC)OC)OC)OC)C=C1)OC 4'-hydroxy-3,5,6,7,8,3'-hexamethoxyflavone